COCCO[C@H]1[C@@H](O[C@@H]([C@H]1O)CO)N1C(=O)NC(=O)C=C1 2'-O-methoxyethyl-uridine